C1(CC1)C1=C(C(=NO1)C1=C(C=CC=C1Cl)Cl)CO[C@H]1[C@@H]2C(N([C@H](C1)C2)C2=CC=C(C=N2)C(=O)O)=O 6-[(1S,4R,5R)-5-{[5-cyclopropyl-3-(2,6-dichlorophenyl)-1,2-oxazol-4-yl]methoxy}-3-oxo-2-azabicyclo[2.2.1]heptan-2-yl]pyridine-3-carboxylic acid